(R)-3-bromo-N-(3-(3-hydroxypyrrolidin-1-yl)propyl)-2-methylbenzamide BrC=1C(=C(C(=O)NCCCN2C[C@@H](CC2)O)C=CC1)C